3-[4-(4-amino-piperidin-1-yl)-3-(3,5-difluoro-phenyl)-quinolin-6-yl]-2-hydroxy-benzonitrile monohydrochloride Cl.NC1CCN(CC1)C1=C(C=NC2=CC=C(C=C12)C=1C(=C(C#N)C=CC1)O)C1=CC(=CC(=C1)F)F